CC(C)C1=NC(=NC(=C1/C=C/[C@H](C[C@H](CC(=O)O)O)O)C2=CC=C(C=C2)F)N(C)S(=O)(=O)C The molecule is a dihydroxy monocarboxylic acid that is (6E)-7-{4-(4-fluorophenyl)-2-[methyl(methylsulfonyl)amino]-6-(propan-2-yl)pyrimidin-5-yl} hept-6-enoic acid carrying two hydroxy substituents at positions 3 and 5 (the 3R,5S-diastereomer). It has a role as an antilipemic drug, an anti-inflammatory agent, a CETP inhibitor, a cardioprotective agent, a xenobiotic and an environmental contaminant. It is a member of pyrimidines, a sulfonamide, a dihydroxy monocarboxylic acid, a statin (synthetic) and a member of monofluorobenzenes. It derives from a hept-6-enoic acid. It is a conjugate acid of a rosuvastatin(1-).